(R)-N-(3'-(1-(but-2-ynoyl)-4-(methylsulfonyl)piperazin-2-yl)-5'-chloro-[1,1'-biphenyl]-3-yl)acetamide C(C#CC)(=O)N1[C@@H](CN(CC1)S(=O)(=O)C)C=1C=C(C=C(C1)Cl)C1=CC(=CC=C1)NC(C)=O